[SiH3]OC=CCCCC siloxy-1-hexene